OC1CCN(CC1)CCCC1=CC=C(C(=O)NC2=CC3=C(N(C4=CC=CC=C34)C)C(=N2)C2=CC=C(C=C2)OC)C=C1 4-(3-(4-hydroxypiperidin-1-yl)propyl)-N-(1-(4-methoxyphenyl)-9-methyl-9H-pyrido[3,4-b]indol-3-yl)benzamide